CC=1C=C(C=NC1N1CCNCC1)CC1=CN=C2C(=NC(=NN21)NC(CC)CC)N 7-((5-Methyl-6-(piperazin-1-yl)pyridin-3-yl)methyl)-N2-(pentan-3-yl)imidazo[2,1-f][1,2,4]triazin-2,4-diamin